BrC1=CC=CC(=N1)C(=O)NC1=CC=C(C=N1)NC(=O)[C@@H]1C[C@@H](CCC1)NC(OC(C)(C)C)=O tert-butyl ((1R,3S)-3-((6-(6-bromopicolinamido)pyridin-3-yl)carbamoyl)cyclohexyl)-carbamate